C1(=CC=CC=C1)CCCN1C2=CC=CC=C2C=2C=C(N=CC12)CNC1=NC=CC=2C3=CC=CC=C3N(C12)CC1=CC=C(C=C1)F N-{[9-(3-phenylpropyl)-β-carbolin-3-yl]methyl}-9-(4-fluorobenzyl)-β-carbolin-1-amine